9-[5-[5-[(1R)-1-(3,5-dichloro-4-pyridyl)ethoxy]-1H-indazol-3-yl]-2-pyridyl]-1,4-dimethyl-1,4,9-triazaspiro[5.5]undecan-2-one ClC=1C=NC=C(C1[C@@H](C)OC=1C=C2C(=NNC2=CC1)C=1C=CC(=NC1)N1CCC2(CN(CC(N2C)=O)C)CC1)Cl